5-bromo-N'-(cyclopropanecarbonyl)-1-(3-fluoro-4-methylbenzyl)-7-methoxy-2-oxo-2,3-dihydro-1H-benzo[b]azepine-4-carbohydrazide BrC=1C2=C(N(C(CC1C(=O)NNC(=O)C1CC1)=O)CC1=CC(=C(C=C1)C)F)C=CC(=C2)OC